FC(C=1C=C(C=CC1)C1=NN(C=C1)C1=CC(=C2C(=N1)C=C(S2)CN2CCOCC2)N2CCOCC2)F 4-(5-(3-(3-(Difluoromethyl)phenyl)-1H-pyrazol-1-yl)-2-(morpholino-methyl)thieno[3,2-b]pyridin-7-yl)morpholine